Ethyl (E)-3-hydroxy-2-(1-oxo-3-(4-(trifluoromethyl)pyridin-2-yl)-1H-isochromen-4-yl)but-2-enoate O/C(=C(/C(=O)OCC)\C1=C(OC(C2=CC=CC=C12)=O)C1=NC=CC(=C1)C(F)(F)F)/C